C(C)OC(=O)C1=NC(=NC=C1CBr)Cl (bromomethyl)-2-chloropyrimidine-4-carboxylic acid ethyl ester